C(C)(C)(C)OC(=O)N1[C@@H](C[C@H](C1)O)CO (2s,4r)-1-(tert-butoxycarbonyl)-4-hydroxy-2-(hydroxymethyl)pyrrolidine